C(CCC)[Sn](C1=NC=C(C=N1)OCC(F)F)(CCCC)CCCC tributyl-[5-(2,2-difluoroethoxy)pyrimidin-2-yl]stannane